N-(pyridin-4-yl)-4-((o-tolylsulfonyl)methyl)piperidine-1-carboxamide N1=CC=C(C=C1)NC(=O)N1CCC(CC1)CS(=O)(=O)C1=C(C=CC=C1)C